4,5-Dihydro-5-(2,3:4,5-diepoxy-1-hydroxydodeca-6,7-dien-9,11-diynyl)-2(3H)-furanone C#CC#CC=C=CC1C(O1)C2C(O2)C(C3CCC(=O)O3)O